(tert-Butoxycarbonyl)glycylglycine C(C)(C)(C)OC(=O)NCC(=O)NCC(=O)O